C1(CC1)C1=NN2C(C=C(C=C2C)N2CC3(C2)CN(C3)C(C(C)(C)O)=O)=C1N(C=1SC(=C(N1)C1=CC=C(C=C1)F)C#N)C 2-((2-cyclopropyl-5-(6-(2-hydroxy-2-methylpropanoyl)-2,6-diazaspiro[3.3]heptan-2-yl)-7-methylpyrazolo[1,5-a]pyridin-3-yl)(methyl)amino)-4-(4-fluorophenyl)thiazole-5-carbonitrile